ClC1=CC=C(CN2C3(CN(C3)C3=CC(=NC=C3)C#N)C(N(CC2=O)C(C)C)=O)C=C1 4-(5-(4-chlorobenzyl)-8-isopropyl-6,9-dioxo-2,5,8-triazaspiro[3.5]nonan-2-yl)picolinonitrile